C(#N)C=1C=C(C(=O)N2CCC3=CC(=CC=C23)C(C)=O)C=CC1 1-(1-(3-cyanobenzoyl)-2,3-dihydro-1H-indol-5-yl)ethanone